Cis-N-(2-amino-2-oxo-ethyl)-4-[[2-chloro-6-[4-[4-[(4R)-4-amino-2-oxo-pyrrolidin-1-yl]phenyl]sulfonylpiperazin-1-yl]-4-pyridyl]-difluoro-methyl]cyclohexanecarboxamide NC(CNC(=O)[C@@H]1CC[C@@H](CC1)C(F)(F)C1=CC(=NC(=C1)N1CCN(CC1)S(=O)(=O)C1=CC=C(C=C1)N1C(C[C@H](C1)N)=O)Cl)=O